ClC=1C=C(COC2=NC=C(C(=C2)OCC2=CC=C(C=C2)OC)C=2NC=C(C2)C(F)(F)F)C=CC1C(F)(F)F ((3-chloro-4-(trifluoromethyl)benzyl)oxy)-4-((4-methoxybenzyl)oxy)-5-(4-(trifluoromethyl)-1H-pyrrol-2-yl)pyridine